N-(4-((2-(1,1-difluoroethyl)-6-(2-methoxyethoxy)pyrimidin-4-yl)amino)pyridin-2-yl)acetamide FC(C)(F)C1=NC(=CC(=N1)NC1=CC(=NC=C1)NC(C)=O)OCCOC